ClC=1C(=C2C(=C(N=C(C2=CN1)N1CC2CCC(C1)N2C(=O)OC(C)(C)C)CCCC(C)=O)C)F tert-butyl 3-[6-chloro-5-fluoro-4-methyl-3-(4-oxopentyl)-2,7-naphthyridin-1-yl]-3,8-diazabicyclo[3.2.1]octane-8-carboxylate